COCCC1=CC(=NN1)N1CCN(CC1)C(=O)OC(C)(C)C tert-butyl 4-[5-(2-methoxyethyl)-1H-pyrazol-3-yl]piperazine-1-carboxylate